O1C(OCC1)CCN1N=C2C=C(C(=CC2=C1)NC(=O)C=1N=C(SC1)C=1C=NC=CC1)C1=COC=C1 N-(2-(2-(1,3-dioxolan-2-yl)ethyl)-6-(furan-3-yl)-2H-indazol-5-yl)-2-(pyridin-3-yl)thiazole-4-carboxamide